C(N)(=O)[C@@H]1N(CCOC1)C(=O)OCC1=CC=CC=C1 benzyl (R)-3-carbamoylmorpholine-4-carboxylate